[Si](C)(C)(C(C)(C)C)OC=1C=C2C(=NN(C2=CC1)C1OCCCC1)C=1C=NN(C1)[C@@H](CCOCC[C@@H](C)O)C (2R)-4-[(3R)-3-[4-[5-[tert-butyl(dimethyl)silyl]oxy-1-tetrahydropyran-2-yl-indazol-3-yl]pyrazol-1-yl]butoxy]butan-2-ol